BrC1=CN=CC(=N1)C(CC)O (6-bromopyrazin-2-yl)propan-1-ol